C(C=C)N1C(S\C(\C1=O)=C/C=1C=NN(C1)C1=CC(=CC=C1)Cl)=S (5Z)-3-allyl-5-[[1-(3-chlorophenyl)pyrazol-4-yl]methylene]-2-thioxo-thiazolidin-4-one